NC1=C(C=C(C(=N1)NC(C(C)(C)C)=O)S(=O)(=O)C)I N-(6-amino-5-iodo-3-(methylsulfonyl)pyridin-2-yl)trimethylacetamide